methyl 2-((5-(6-((4-chloro-2-fluorobenzyl)oxy)pyridin-2-yl)-5,6-dihydropyrrolo[3,4-c]pyrazol-2(4H)-yl)methyl)-1-(2-methoxy ethyl)-1H-benzo[d]imidazole-6-carboxylate ClC1=CC(=C(COC2=CC=CC(=N2)N2CC3=NN(C=C3C2)CC2=NC3=C(N2CCOC)C=C(C=C3)C(=O)OC)C=C1)F